C1(CC1)C=1C(=CC=2N(C1)C(=CN2)C2=CC=CC(=N2)NC2CNCCC2(C)C)OC 6-(6-cyclopropyl-7-methoxyimidazo[1,2-a]pyridin-3-yl)-N-(4,4-dimethylpiperidin-3-yl)pyridin-2-amine